2-hydroxy-5-(3-phenyl-propylamino)-benzoic acid OC1=C(C(=O)O)C=C(C=C1)NCCCC1=CC=CC=C1